Methyl 4-cyano-3-fluoro-5-isopropoxybenzoate C(#N)C1=C(C=C(C(=O)OC)C=C1OC(C)C)F